4-(tert-butyl)-N-(6-(difluoromethyl)pyridin-3-yl)-6-(1-methyl-1H-imidazol-5-yl)pyrimidine-2-carboxamide C(C)(C)(C)C1=NC(=NC(=C1)C1=CN=CN1C)C(=O)NC=1C=NC(=CC1)C(F)F